Methyl (E)-6-(3,3,3-trifluoroprop-1-en-1-yl)-2-naphthoate FC(/C=C/C=1C=C2C=CC(=CC2=CC1)C(=O)OC)(F)F